bis(Acetonitrile) palladium chloride [Pd](Cl)Cl.C(C)#N.C(C)#N